C(C)(C)(C)OC(=O)N(C1CCOCC1)CC=1C=C(C(=O)O)C=CC1 3-(((tert-butoxycarbonyl)(tetrahydro-2H-pyran-4-yl)amino)methyl)benzoic acid